(4-methyloxan-4-yl)methyl N-{[2-(2,6-dioxopiperidin-3-yl)-3-oxo-2,3-dihydro-1H-isoindol-5-yl]methyl}carbamate O=C1NC(CCC1N1CC2=CC=C(C=C2C1=O)CNC(OCC1(CCOCC1)C)=O)=O